1-(6-bromopyridin-3-yl)-N3,N3-diethyl-propane-1,3-diamine BrC1=CC=C(C=N1)C(CCN(CC)CC)N